1-(6,7-dichloro-1,3,4,5-tetrahydro-2H-pyrido[4,3-b]indol-2-yl)-2-((2-methoxyethyl)amino)ethan-1-one ClC1=C(C=CC=2C3=C(NC12)CCN(C3)C(CNCCOC)=O)Cl